6-((2-bromopyridin-4-yl)methyl)-4-methyl-2-(methylsulfanyl)-4H-thiazolo[5',4':4,5]Pyrrolo[2,3-d]Pyridazine BrC1=NC=CC(=C1)CN1N=CC=2C(=C1)N(C=1C2SC(N1)SC)C